4-(Trifluoromethyl)-1,3-thiazol FC(C=1N=CSC1)(F)F